ClC=1C=C(NC=2C3=C(N=CN2)C=CC(=N3)N3CC2(CCN2C(=O)[O-])C3)C=CC1F 6-[4-(3-chloro-4-fluoro-anilino)pyrido[3,2-d]pyrimidin-6-yl]-1,6-diazaspiro[3.3]heptane-1-carboxylate